C(C)C1CC2=CC3=CC=CC=C3C=C2CC1 tetrahydro-2-ethylanthracene